C(C)(C)(C)OC(=O)N1CC(N(CC1)C=1C2=C(N(C(N1)=O)C=1C(=NC=CC1C)C(C)C)N=C(C=C2F)Cl)C tert-butyl-4-(7-chloro-5-fluoro-1-(2-isopropyl-4-methylpyridin-3-yl)-2-oxo-1,2-dihydropyrido[2,3-d]pyrimidin-4-yl)-3-methylpiperazine-1-carboxylate